FC(OC1=C(C=C(C=C1)SC(CF)CF)C1=NN(C=C1NC(=O)C=1C=NN2C1N=CC=C2)C)F N-[3-[2-(difluoromethoxy)-5-[2-fluoro-1-(fluoromethyl)ethyl]sulfanyl-phenyl]-1-methyl-pyrazol-4-yl]pyrazolo[1,5-a]pyrimidine-3-carboxamide